((1s,3s)-3-((5-(8-fluoroimidazo[1,2-a]pyridin-6-yl)-4-methoxy-7H-pyrrolo[2,3-d]pyrimidin-2-yl)amino)-1-methylcyclobutyl)(pyrrolidin-1-yl)methanone FC=1C=2N(C=C(C1)C1=CNC=3N=C(N=C(C31)OC)NC3CC(C3)(C)C(=O)N3CCCC3)C=CN2